C1N(CCC2=CC=CC=C12)CC=1C=C(C(=O)NCC(C2=CC=CC=C2)=O)C=CC1 3-((3,4-dihydroisoquinolin-2(1H)-yl)methyl)-N-(2-oxo-2-phenylethyl)benzamide